C(C)C(C(=O)[O-])(CCCC)CC.[Cu+2].C(C)C(C(=O)[O-])(CCCC)CC Copper (II) diethylhexanoate